CC1=C(C(=CC=C1)C)C1=CC=NC2=CC(=CC=C12)O[C@@H](C(=O)N1C[C@H](CCC1)NC(CC)=O)C N-[(3S)-1-[(2R)-2-[[4-(2,6-dimethylphenyl)-7-quinolyl]oxy]propanoyl]-3-piperidyl]propanamide